C(=O)(O)C=1C=[N+](C=CC1)C(C)C 3-carboxy-1-isopropylpyridin-1-ium